ascorbic acid monoethyl-succinate C(C)C(C(=O)O)CC(=O)O.O=C1C(O)=C(O)[C@H](O1)[C@@H](O)CO